4-(2-((3-fluorophenyl)sulfonyl)propan-2-yl)-N-(1-methyl-1H-pyrazol-4-yl)piperidine-1-carboxamide FC=1C=C(C=CC1)S(=O)(=O)C(C)(C)C1CCN(CC1)C(=O)NC=1C=NN(C1)C